4-methoxy-3-(methoxycarbonyl)phenylboronic acid COC1=C(C=C(C=C1)B(O)O)C(=O)OC